FC1CC2=CC(CN2C1)C 2-fluoro-6-methyltetrahydro-1H-pyrrolizine